1-methyl-4-(4,4,5,5-tetramethyl-1,3,2-dioxaborolan-2-yl)pyrazole cyclohexyl-(5-(2-(7-bromoheptanamido)benzo[d]thiazol-6-yl)-2-methylpyridin-3-yl)carbamate C1(CCCCC1)N(C(O)=O)C=1C(=NC=C(C1)C1=CC2=C(N=C(S2)NC(CCCCCCBr)=O)C=C1)C.CN1N=CC(=C1)B1OC(C(O1)(C)C)(C)C